NCC1=CC=C(CNC(=O)C=2SC=C(C2)N2C=NC3=C2C=CC=C3)C=C1 N-(4-(aminomethyl)benzyl)-4-(1H-benzo[d]imidazol-1-yl)thiophene-2-carboxamide